F[C@H]1[C@]2(CC[C@@H](C[C@@H]1OC1=CC=C(N=N1)C1=C(C=C(C=C1)N1N=NC=C1)O)N2)C 2-(6-(((1R,2S,3S,5S)-2-fluoro-1-methyl-8-azabicyclo[3.2.1]octan-3-yl)oxy)pyridazin-3-yl)-5-(1H-1,2,3-triazol-1-yl)phenol